4-(4-methoxyphenylthio)-3-trimethylsilylcoumarin COC1=CC=C(C=C1)SC1=C(C(OC2=CC=CC=C12)=O)[Si](C)(C)C